6-[(phenylmethoxy)carbonyl]-L-lysine tert-Butyl-N-[2-[(6-formyl-1,4-dimethyl-6,7-dihydro-5H-cyclopenta[c]pyridin-3-yl)oxy]ethyl]-N-(2-methoxyethyl)carbamate C(C)(C)(C)C(CN(C(O)=O)CCOC1=C(C2=C(C(=N1)C)CC(C2)C=O)C)OC.C2(=CC=CC=C2)COC(=O)C(CCC[C@H](N)C(=O)O)N